[Si](C)(C)(C(C)(C)C)OCCN1C=CC2=CC=CC=C12 1-(2-((t-Butyldimethylsilyl)oxy)ethyl)-1H-indole